FC=1C=C(C=C(C1)F)C=1C=NC=2N(C1)N=C(C2C2=NC=C(N=C2)OCC(C(F)(F)F)(F)F)S(=O)(=O)CC 6-(3,5-difluorophenyl)-2-(ethylsulfonyl)-3-(5-(2,2,3,3,3-pentafluoropropoxy)pyrazin-2-yl)pyrazolo[1,5-a]pyrimidine